(1S,3S)-3-((2-(5-chloro-3-((((cyclobutylmethyl)(methyl)carbamoyl)oxy)methyl)thiophen-2-yl)-4-methylpyrimidin-5-yl)oxy)cyclohexane-1-carboxylic acid ClC1=CC(=C(S1)C1=NC=C(C(=N1)C)O[C@@H]1C[C@H](CCC1)C(=O)O)COC(N(C)CC1CCC1)=O